[Si](C)(C)(C(C)(C)C)OCC(ONC(=O)C=1CCN(CC1)C1=NC=C(C=N1)C(F)(F)F)C1=CNC(C(=C1)C(F)(F)F)=O N-(2-(tert-butyldimethylsilyloxy)-1-(6-oxo-5-(trifluoromethyl)-1,6-dihydropyridin-3-yl)ethoxy)-1-(5-(trifluoromethyl)pyrimidin-2-yl)-1,2,3,6-tetrahydropyridin-4-carboxamide